BrC(=C(Cl)C1=CC=C(C=C1)C(F)(F)F)Br 1-(2,2-dibromo-1-chlorovinyl)-4-trifluoromethylbenzene